1,1-dimethylethyl (2S)-2-(3-hydroxyazetidin-3-yl)piperidine-1-carboxylate OC1(CNC1)[C@H]1N(CCCC1)C(=O)OC(C)(C)C